CC1=C(C=NN1C1=CC=CC=C1)S(=O)(=O)NC1=C(N=CS1)C(=O)O 5-[(5-methyl-1-phenyl-1H-pyrazol-4-yl)sulfonylamino]-1,3-thiazole-4-carboxylic acid